methyl 4-(((amino (4-(((2-(trimethylsilyl) ethoxy) methoxy) methyl) thiazol-2-yl) methylidene) amino) oxy)-2,2-dimethyl-4-oxobutanoate NC(C=1SC=C(N1)COCOCC[Si](C)(C)C)=NOC(CC(C(=O)OC)(C)C)=O